4-(4-methoxybenzyl)-4-methylimidazolidine-2-thione COC1=CC=C(CC2(NC(NC2)=S)C)C=C1